1-tetradecanoyl-2-(9Z-tetradecenoyl)-glycero-3-phosphocholine CCCCCCCCCCCCCC(=O)OC[C@H](COP(=O)([O-])OCC[N+](C)(C)C)OC(=O)CCCCCCC/C=C\CCCC